C(C1=CC=CC=C1)C(C)(CC(C)O)O 2-benzyl-2,4-pentanediol